(1-cyanocyclopropyl)-5-[2'-methyl-5'-(pentafluoroethyl)-4'-(trifluoromethyl)-2'H-[1,3'-bipyrazole]-4-yl]Benzamide C(#N)C1(CC1)C1=C(C(=O)N)C=C(C=C1)C=1C=NN(C1)C=1N(N=C(C1C(F)(F)F)C(C(F)(F)F)(F)F)C